4-aminobenzonitrile-3,5-d2 tantalum fluoride [F-].[Ta+5].NC1=C(C=C(C#N)C=C1[2H])[2H].[F-].[F-].[F-].[F-]